CC(C)(CCC1=CC=C2C=CC3=CC=CC4=CC=C1C2=C34)O 2-methyl-4-(pyren-1-yl)butan-2-ol